7-(2-(cyclopropylamino)-2-oxoacetyl)-N-(4-fluoro-3-methylphenyl)-2-methyl-5,5a,6,7,8,9,9a,10-octahydro-2H-pyrido[3,4-f]pyrrolo[3,4-b][1,4,5]oxathiazepine-1-carboxamide 4,4-dioxide C1(CC1)NC(C(=O)N1CC2NS(C=3C(OC2CC1)=C(N(C3)C)C(=O)NC3=CC(=C(C=C3)F)C)(=O)=O)=O